(cyclopropylmethyl)-3-ethyl-5-iodo-3,7-dihydro-4H-pyrrolo[2,3-d]pyrimidin-4-one C1(CC1)CC=1N(C(C2=C(N1)NC=C2I)=O)CC